(3aS,4S,6aR)-hexahydro-2-oxo-1H-thieno[3,4-d]imidazole O=C1N[C@H]2[C@@H](N1)CSC2